BrC=1C(=CC=C2C(=CNC12)C1=NC(=NC=C1C(F)(F)F)OCC(F)(F)F)F 7-Bromo-6-fluoro-3-(2-(2,2,2-trifluoroethoxy)-5-(trifluoromethyl)pyrimidin-4-yl)-1H-indole